FC1=CC2=C(N=CS2)C=C1NC1=C2C(=NC=C1)SC(=C2)C=2C(N(CC2)C(=O)OC(C)(C)C)(C)C tert-butyl 3-(4-((6-fluorobenzo[d]thiazol-5-yl) amino) thieno[2,3-b]pyridin-2-yl)-2,2-dimethyl-2,5-dihydro-1H-pyrrole-1-carboxylate